N-[(1S,2S)-1-[(1R,2S,5S)-6,6-dimethyl-2-[[[(3S)-2-oxopyrrolidin-3-yl]methylamino]carbamoyl]-3-azabicyclo[3.1.0]hexane-3-carbonyl]-2-methyl-butyl]-1-fluoro-cyclobutanecarboxamide CC1([C@H]2CN([C@@H]([C@@H]12)C(NNC[C@H]1C(NCC1)=O)=O)C(=O)[C@H]([C@H](CC)C)NC(=O)C1(CCC1)F)C